C(C)(C)(C)OC(=O)N1CC(C(C(C1)CCCOS(=O)(=O)C1=CC=C(C)C=C1)(F)F)C 4,4-Difluoro-3-methyl-5-[3-(p-toluenesulfonyloxy)propyl]piperidine-1-carboxylic acid tert-butyl ester